NCC(=O)NC(NCC=1OC=CC1)=O 2-amino-N-(2-furylmethyl-carbamoyl)acetamide